N-[1-[3-(2,6-dioxo-3-piperidyl)-1-methyl-pyrazolo[4,3-c]pyridin-6-yl]-4-piperidyl]-N-methyl-carbamate O=C1NC(CCC1C1=NN(C2=C1C=NC(=C2)N2CCC(CC2)N(C([O-])=O)C)C)=O